4-Hydroxy-2,2,6,6-tetramethylpiperidin-1-ethanol OC1CC(N(C(C1)(C)C)CCO)(C)C